5-(5-(3-(1H-1,2,3-triazol-4-yl)pyrrolidin-1-yl)-1,3,4-oxadiazol-2-yl)-N-(4-chlorophenethyl)pyrimidin-2-amine N1N=NC(=C1)C1CN(CC1)C1=NN=C(O1)C=1C=NC(=NC1)NCCC1=CC=C(C=C1)Cl